C12C(C3CC(CC(C1)C3)C2)NCCNC(=O)N2N=C(C(=C2)C2=C(C=C(C=C2)Cl)Cl)C2=CC=C(C=C2)Cl N-(2-((1r,3r,5r,7r)-adamantan-2-ylamino)ethyl)-3-(4-chloro-phenyl)-4-(2,4-dichloro-phenyl)-1H-pyrazole-1-carboxamide